CSSCCC(=O)O 3-(Methyldithio)propanoic acid